FC1(OC2=C(O1)C=CC(=C2)[C@@H](C)NC(=O)N2[C@@H]([C@H](C2=O)CC2=CC(=NC=C2)NC(=O)OCOC(C(C)C)=O)C(=O)OCC)F ethyl (2S,3R)-1-{[(1R)-1-(2,2-difluoro-1,3-benzodioxol-5-yl) ethyl] carbamoyl}-3-{[2-({[(isobutyryloxy) methoxy] carbonyl} amino) pyridin-4-yl] methyl}-4-oxoazetidine-2-carboxylate